2-(2-Methoxyphenyl)-N-(5-(1-(6-(2-(pyridin-2-yl)acetamido)pyridazin-3-yl)piperidin-4-yl)-1,3,4-thiadiazol-2-yl)acetamide COC1=C(C=CC=C1)CC(=O)NC=1SC(=NN1)C1CCN(CC1)C=1N=NC(=CC1)NC(CC1=NC=CC=C1)=O